C(CCC)N(CCC1=CNC=2C=CC=C(C12)O)C 3-[2-[Butyl(methyl)amino]ethyl]-1H-indol-4-ol